C(C1=CC=CC=C1)OCC1CC(C1)OCCNC(OC(C)(C)C)=O Tert-butyl N-[2-[3-(benzyloxymethyl)cyclobutoxy]ethyl]carbamate